Palladium(II) dihydroxide [Pd](O)O